FC=1C(=C(C=C2CCN(CC12)CCCOC)O)N1CC(NS1(=O)=O)=O 5-[8-fluoro-6-hydroxy-2-(3-methoxypropyl)-1,2,3,4-tetrahydroisoquinolin-7-yl]-1λ6,2,5-thiadiazolidine-1,1,3-trione